FC(C(C(C(C(C(F)(F)F)(F)F)(F)F)(F)F)(F)F)(\C=C\C(C(C(C(C(C(F)(F)F)(F)F)(F)F)(F)F)(F)F)(F)F)F trans-1,2-Bis(perfluorohexyl)ethylene